1,4-diacetyl-N-(4-methyl-3-(((R)-1-(naphthalen-1-yl)ethyl)carbamoyl)phenyl)piperazine-2-carboxamide C(C)(=O)N1C(CN(CC1)C(C)=O)C(=O)NC1=CC(=C(C=C1)C)C(N[C@H](C)C1=CC=CC2=CC=CC=C12)=O